methyl 2-(3-{2-[(3R)-3-[5-cyclopropyl-3-(2-hydroxyphenyl) pyrrolo[3,2-c]pyridazin-6-yl] pyrrolidin-1-yl] pyrimidin-5-yl}-1,2-oxazol-5-yl)-3-methylbutanoate C1(CC1)N1C(=CC=2N=NC(=CC21)C2=C(C=CC=C2)O)[C@H]2CN(CC2)C2=NC=C(C=N2)C2=NOC(=C2)C(C(=O)OC)C(C)C